FC(COP(OCC(F)(F)F)OCC(F)(F)F)(F)F.O=C1NC(CCC1N1C(C2=CC=CC=C2C1=O)=O)=O 2-(2,6-dioxo-piperidin-3-yl)isoindoline-1,3-dione tris(2,2,2-trifluoroethyl)phosphite